(1-(2-(((1H-pyrrolo[3,2-c]pyridin-2-yl)methyl)amino)-2-oxoethyl)-6-oxo-2-phenyl-1,6-dihydropyrimidin-5-yl)-4-phenoxybenzamide N1C(=CC=2C=NC=CC21)CNC(CN2C(=NC=C(C2=O)C2=C(C(=O)N)C=CC(=C2)OC2=CC=CC=C2)C2=CC=CC=C2)=O